O(C1=CC=CC=C1)C1=CC=C(C=C1)C1=CNC2=C(C=CC(=C12)N1C[C@@H](CC1)NC(C=C)=O)C(=O)N (R)-3-(4-phenoxyphenyl)-4-(3-acrylamidopyrrolidin-1-yl)indole-7-carboxamide